3-((1R,4R)-2-oxa-5-azabicyclo[2.2.1]heptane-5-carbonyl)-8-((2R,6S)-2-((difluoromethoxy)methyl)-6-methylmorpholino)-N-(1-methylcyclopropyl)imidazo[1,2-a]pyridine-6-sulfonamide [C@H]12OC[C@H](N(C1)C(=O)C1=CN=C3N1C=C(C=C3N3C[C@@H](O[C@H](C3)C)COC(F)F)S(=O)(=O)NC3(CC3)C)C2